ethyl 4-(3-amino-3-methyl-but-1-ynyl)-2,6-dimethyl-7-oxo-1H-pyrrolo[2,3-c]pyridine-3-carboxylate NC(C#CC=1C2=C(C(N(C1)C)=O)NC(=C2C(=O)OCC)C)(C)C